Butyl-5-tert-butyl-4-hydroxy-pyrazol C(CCC)C1=NNC(=C1O)C(C)(C)C